C(#N)C1=C(OC=2C=C3C(N(C=NC3=CC2)C2COC3(C2)CCN(CC3)CC3(CCNCC3)O)=O)C(=CC=C1NS(N(C)CC)(=O)=O)F 3-[6-[2-cyano-3-[[ethyl(methyl)sulfamoyl]amino]-6-fluoro-phenoxy]-4-oxo-quinazolin-3-yl]-8-[(4-hydroxy-4-piperidyl)methyl]-1-oxa-8-azaspiro[4.5]decane